C1(CCC1)OC(CC(C(=O)OCC(=O)O)=C)=O ((4-cyclobutoxy-2-methylene-4-oxobutanoyl)oxy)acetic acid